(S)-2-(3-(1-(cyclopropanesulfonamido)-2,2-difluoroethyl)-1-neopentyl-1H-indol-6-yl)-3-(trifluoromethyl)pyridine 1-oxide C1(CC1)S(=O)(=O)N[C@H](C(F)F)C1=CN(C2=CC(=CC=C12)C1=[N+](C=CC=C1C(F)(F)F)[O-])CC(C)(C)C